C(C)C1=C2C(=CC(=CC2=CC=C1F)O)C1=C(C=2N=C(N=C(C2C=N1)N1C[C@H](OCC1)C)OC[C@]12CCCN2C[C@@H](C1)F)F 5-Ethyl-6-fluoro-4-(8-fluoro-2-(((2R,7aS)-2-fluorotetrahydro-1H-pyrrolizin-7a(5H)-yl)methoxy)-4-((R)-2-methylmorpholino)pyrido[4,3-d]pyrimidin-7-yl)naphthalen-2-ol